C(C)OC1=C(C=CC=C1)C1=NC=2CN(CC3(CCN(CC3)C3=C(C(=CC=C3)OC)C(F)(F)F)C2C=C1)C[C@@H]1NCCC1 2-(2-ethoxyphenyl)-1'-[3-methoxy-2-(trifluoromethyl)phenyl]-7-[[(2R)-pyrrolidin-2-yl]methyl]spiro[6,8-dihydro-1,7-naphthyridine-5,4'-piperidine]